[C@@H]12[C@@H](C[C@@H](CC1)C2)OC2=NC=CC=C2C(=O)N 2-[(1R,2R,4S)-norbornan-2-yl]oxy-pyridine-3-carboxamide